Methyl (1S,3S)-3-((6-(5-((5-butyl-1,2,4-oxadiazol-3-yl)amino)-1-methyl-1H-1,2,3-triazol-4-yl)-2-methylpyridin-3-yl)oxy)cyclohexane-1-carboxylate C(CCC)C1=NC(=NO1)NC1=C(N=NN1C)C1=CC=C(C(=N1)C)O[C@@H]1C[C@H](CCC1)C(=O)OC